BrC=1C=CC(=NC1)C(CC1=NN(C=C1)C(F)F)N1N=CC(=C1)C1=CN=NN1C 5-bromo-2-(2-(1-(difluoromethyl)-1H-pyrazol-3-yl)-1-(4-(1-methyl-1H-1,2,3-triazol-5-yl)-1H-pyrazol-1-yl)ethyl)pyridine